1,N1'-(biphenyl-4,4'-diyl)bis(N1-(naphthalen-1-yl)-N4,N4'-diphenylbenzene-1,4-diamine) C1(=CC=C(C=C1)C1(CC=C(C=C1)N(C1=CC=CC=C1)C1=CC=CC=C1)NC1=CC=CC2=CC=CC=C12)C1=CC=C(C=C1)N(C1=CC=C(C=C1)N(C1=CC=CC=C1)C1=CC=CC=C1)C1=CC=CC2=CC=CC=C12